O1CCC(CC1)OC1=NC=NC=C1 4-(oxacyclohex-4-yloxy)pyrimidin